(S)-6-(3-(trifluoromethyl)-1H-pyrazol-1-yl)-N2-(2-(trifluoromethyl)pyridin-4-yl)-N4-(1,1,1-trifluoropropan-2-yl)-1,3,5-triazine-2,4-diamine FC(C1=NN(C=C1)C1=NC(=NC(=N1)NC1=CC(=NC=C1)C(F)(F)F)N[C@H](C(F)(F)F)C)(F)F